(3aR,5s,6aS)-N-(6-((R)-3-fluoropyrrolidin-1-yl)-4-(trifluoromethyl)pyridazin-3-yl)-2-((tetrahydro-2H-pyran-4-yl)methyl)octahydro-cyclopenta[c]pyrrol-5-amine F[C@H]1CN(CC1)C1=CC(=C(N=N1)NC1C[C@@H]2[C@@H](CN(C2)CC2CCOCC2)C1)C(F)(F)F